1-(4-(4-fluorophenyl)-3,4-dihydroquinoxalin-1(2H)-yl)-2-((R)-2-methylpiperidin-1-yl)propan-1-one FC1=CC=C(C=C1)N1CCN(C2=CC=CC=C12)C(C(C)N1[C@@H](CCCC1)C)=O